C(=O)NC(CC1=CC=CC=C1)O formamidyl-phenethyl alcohol